2-[2-[4-[2-[2-[4-[3-(2-hydroxy-4,4-dimethyl-6-oxo-cyclohexen-1-yl)-4-methylphenyl]phenoxy]ethoxy]ethyl]piperazin-1-yl]ethoxy]acetic acid OC1=C(C(CC(C1)(C)C)=O)C=1C=C(C=CC1C)C1=CC=C(OCCOCCN2CCN(CC2)CCOCC(=O)O)C=C1